FC1=C(C=2C=NC(=NC2C=C1C1=C(C2=C(OCCN2)N=C1)C)NC1=C(C=C(C=C1)CS(=O)(=O)C(C)C)OC)N 6-fluoro-N~2~-(2-methoxy-4-{[(propan-2-yl)sulfonyl]methyl}phenyl)-7-(8-methyl-2,3-dihydro-1H-pyrido[2,3-b][1,4]oxazin-7-yl)quinazoline-2,5-diamine